FC(C=1C(=C(C=CC1)[C@@H](C)NC=1C2=C(N=C(N1)C)C=NC(=C2)N(C)CC)F)F N4-{(1R)-1-[3-(difluoromethyl)-2-fluorophenyl]ethyl}-N6-ethyl-N6,2-dimethylpyrido[3,4-d]pyrimidine-4,6-diamine